methyl 7-(2-hydroxypropan-2-yl)quinoline-4-carboxylate OC(C)(C)C1=CC=C2C(=CC=NC2=C1)C(=O)OC